(R)-5-bromo-7-chloro-2-(ethylthio)-8-fluoro-4-(2-(2-(4,4,5,5-tetramethyl-1,3,2-dioxaborolan-2-yl)ethyl)piperidin-1-yl)pyrido[4,3-d]pyrimidine BrC1=NC(=C(C=2N=C(N=C(C21)N2[C@@H](CCCC2)CCB2OC(C(O2)(C)C)(C)C)SCC)F)Cl